FC1=CC(=C(C=C1C(NCCCN1CCOCC1)=O)NC(=O)C1=CN=C(S1)C)C N-[4-Fluoro-2-methyl-5-(3-morpholin-4-ylpropylcarbamoyl)phenyl]-2-methyl-1,3-thiazole-5-carboxamide